(2S,3R)-3-Methyl-tetrahydrofuran-2-carboxylic acid C[C@H]1[C@H](OCC1)C(=O)O